OC1=C(C(=CC(=C1S(=O)(=O)NC(C)C)CCC)O)C1CCCC(=C1)C 2,6-dihydroxy-N-isopropyl-5'-methyl-4-propyl-1',2',3',4'-tetrahydro-[1,1'-biphenyl]-3-sulfonamide